CC1(CCC(N1C1=NC=CC=C1)=O)C 5,5-dimethyl-1-(2-pyridyl)-2-pyrrolidone